C(C)(C)(C)C1=CC(=NO1)NC(=O)NC1=CC=C(C=C1)N1C=NC2=C1C=C(C=C2)OCCN2CCOCC2 1-(5-tert-butyl-isoxazol-3-yl)-3-{4-[6-(2-morpholin-4-yl-ethoxyl)-benzimidazol-1-yl]-phenyl}-urea